Cl.ClC=1N=NC(=CC1)CCl 3-chloro-6-(chloromethyl)pyridazine hydrochloride